N-cyclopropyl-2-(difluoromethoxy)-4-[7-(1-hydroxy-1,2-dimethylpropyl)imidazo[1,2-a]pyridin-3-yl]-6-methoxybenzamide C1(CC1)NC(C1=C(C=C(C=C1OC)C1=CN=C2N1C=CC(=C2)C(C(C)C)(C)O)OC(F)F)=O